C1(CC1)C(NC(=O)NCC1=CC(=NC=C1)OC(F)F)C1CC1 1-(dicyclopropylmethyl)-3-[[2-(difluoromethoxy)pyridin-4-yl]methyl]urea